2-(2-(tosyloxy)ethoxy)propionic acid tert-butyl ester C(C)(C)(C)OC(C(C)OCCOS(=O)(=O)C1=CC=C(C)C=C1)=O